[N+](=O)([O-])C1=C(C(=C(C=2C(C3=CC=CC=C3C(C12)=O)=O)[N+](=O)[O-])OC1=CC=CC=C1)OC1=CC=CC=C1 1,4-dinitro-2,3-diphenoxyanthraquinone